Ethyl 4-((3-chloro-4-phenylethoxyphenyl) amino)-7-fluoro-1H-indole-2-carboxylate ClC=1C=C(C=CC1OCCC1=CC=CC=C1)NC1=C2C=C(NC2=C(C=C1)F)C(=O)OCC